O1CCC(CC1)CCN 2-(oxan-4-yl)ethanamine